(E)-3-(2,6-bis(benzyloxy)-4-methoxyphenyl)acrylic acid methyl ester COC(\C=C\C1=C(C=C(C=C1OCC1=CC=CC=C1)OC)OCC1=CC=CC=C1)=O